7-(5-chloro-7-methyl-pyrazolo[4,3-b]pyridin-2-yl)-4-azaspiro[2.5]octane-4-carboxylic acid tert-butyl ester C(C)(C)(C)OC(=O)N1C2(CC2)CC(CC1)N1N=C2C(N=C(C=C2C)Cl)=C1